2-({2-[(2-chloro-6-fluoro-4-methylphenyl)methoxy]-3-methyl-5,6,7,8-tetrahydro-1,7-naphthyridin-7-yl}methyl)-1-{1-[(2S)-oxetan-2-yl]methyl}-1H-1,3-benzodiazole-6-carboxylic acid ClC1=C(C(=CC(=C1)C)F)COC1=NC=2CN(CCC2C=C1C)CC1=NC2=C(N1C[C@H]1OCC1)C=C(C=C2)C(=O)O